(2S)-4-(methylsulfinyl)-2-((9Z,12Z)-octadeca-9,12-dienylamino)butanoic acid CS(=O)CC[C@@H](C(=O)O)NCCCCCCCC\C=C/C\C=C/CCCCC